diglycerin monobehenate C(CCCCCCCCCCCCCCCCCCCCC)(=O)O.OCC(O)CO.OCC(O)CO